ClC=1C=C(C=C(C1F)Cl)N1C=C(C=2C(C(CCC12)(F)F)O)C(F)(F)F 3,5-dichloro-4-fluorophenyl-5,5-difluoro-3-(trifluoromethyl)-4,5,6,7-tetrahydro-1H-indol-4-ol